2-methyl-2-(2,4-difluoro-phenyl)trans-3-hexenedioic acid CC(C(=O)O)(\C=C\CC(=O)O)C1=C(C=C(C=C1)F)F